4-Cyclopropyl-N-((S)-((1s,4R)-4-fluorocyclohexyl)(5-((S)-2-methoxy-1-((S)-2-oxo-4-(trifluoromethyl)imidazolidin-1-yl)ethyl)benzo[d]oxazol-2-yl)methyl)-1,2,5-oxadiazole-3-carboxamide C1(CC1)C=1C(=NON1)C(=O)N[C@H](C=1OC2=C(N1)C=C(C=C2)[C@@H](COC)N2C(N[C@@H](C2)C(F)(F)F)=O)C2CCC(CC2)F